tert-butyl-5-(2-ethoxy-2-oxoethyl)-1,3,4,5-tetrahydro-2H-pyrido[4,3-b]indole-2-carboxylate C(C)(C)(C)OC(=O)N1CC2=C(N(C=3C=CC=CC23)CC(=O)OCC)CC1